CN1N=CC=C1C1=CC(=NC=2N1N=CC2C2=NNC=C2)N2CC1CCC(C2)O1 3-(7-(1-methyl-1H-pyrazol-5-yl)-3-(1H-pyrazol-3-yl)pyrazolo[1,5-a]pyrimidin-5-yl)-8-oxa-3-azabicyclo[3.2.1]octane